2-Bromo-6-{5-[(5-methoxypyridin-2-yl)methoxy]-1-benzofuran-2-yl}benzonitrile BrC1=C(C#N)C(=CC=C1)C=1OC2=C(C1)C=C(C=C2)OCC2=NC=C(C=C2)OC